[Se]1CCCCC1 selenane